BrC=1C=CC(=C(C1)NC12CN(CC(CC1)CC2)CCOC2=C(C=NN2C)C2=NC(=CC(=C2)C(=O)OC)C)[N+](=O)[O-] methyl 2-[5-(2-{1-[(5-bromo-2-nitrophenyl) amino]-3-azabicyclo[3.2.2]nonan-3-yl} ethoxy)-1-methylpyrazol-4-yl]-6-methylpyridine-4-carboxylate